C(CCC)NCCC[Si](OC)(C)C N-butyl-3-aminopropyldimethylmethoxysilane